N-hydroxy-2-[2-[[7-(5-methyl-1,2,4-oxadiazol-3-yl)-1-isoquinolinyl]amino]ethyl]-3-oxo-isoindoline-5-carboxamide ONC(=O)C=1C=C2C(N(CC2=CC1)CCNC1=NC=CC2=CC=C(C=C12)C1=NOC(=N1)C)=O